CC(=CC(=O)OCCOCCOCCOCCO)C Tetraethylene glycol dimethylacrylate